2-(4,5-Difluoro-2-methoxyphenyl)acetic acid FC1=CC(=C(C=C1F)CC(=O)O)OC